C1(=CC=CC=C1)C=1C=CC(=NC1)NC1=NC(=NC=C1C(F)(F)F)N[C@@H]1CNCCC1 (S)-N4-(5-phenylpyridin-2-yl)-N2-(piperidin-3-yl)-5-(trifluoromethyl)pyrimidine-2,4-diamine